C(C)C=1C=C(C(=NC1C1CCN(CC1)C1CCN(CC1)C)OC)NC=1N=C(C2=C(N1)NC=C2)NC=2C(=C1N=CC=NC1=CC2)P(C)(C)=O (6-((2-((5-ethyl-2-methoxy-6-(1'-methyl-[1,4'-bipiperidin]-4-yl)pyridin-3-yl)amino)-7H-pyrrolo[2,3-d]pyrimidin-4-yl)amino)quinoxalin-5-yl)dimethylphosphine oxide